2-(3-(4-(6-(benzenesulfonyl)-2-(thiophen-2-yl)imidazo[4,5-d]pyrrolo[2,3-b]pyridine-1(6H)-yl)-1H-pyrazol-1-yl)azetidin-3-yl)acetonitrile C1(=CC=CC=C1)S(=O)(=O)N1C=CC=2C1=NC=C1C2N(C(=N1)C=1SC=CC1)C=1C=NN(C1)C1(CNC1)CC#N